ClC=1C(=C2C=NNC2=CC1C)C=1C(=NN(C1C)C1CC2(CNC2)C1)N1C2(CCC2)CN(CC1)CC(C)(O)C 1-(5-(4-(5-chloro-6-methyl-1H-indazol-4-yl)-5-methyl-1-(2-azaspiro[3.3]heptan-6-yl)-1H-pyrazol-3-yl)-5,8-diazaspiro[3.5]nonan-8-yl)-2-methylpropan-2-ol